Sodium glutamate diacetate C(CN([C@@H](CCC(=O)[O-])C(=O)[O-])CC(=O)[O-])(=O)[O-].[Na+].[Na+].[Na+].[Na+]